silicon (germanium) [Ge].[Si]